ClC=1C=CC(=C(C1)C=1C=CC=2N(C1)C=C(N2)NC(=O)C2CC2)CO N-(6-(5-chloro-2-(hydroxymethyl)phenyl)imidazo[1,2-a]pyridin-2-yl)cyclopropanecarboxamide